3-(2-methyl-2H-indazol-5-yl)-N-(6-(4-methylpiperazin-1-yl)pyridin-3-yl)-1H-pyrrolo[2,3-b]pyridine-5-carboxamide CN1N=C2C=CC(=CC2=C1)C1=CNC2=NC=C(C=C21)C(=O)NC=2C=NC(=CC2)N2CCN(CC2)C